C(C)(C)(C)OC(=O)N1CCC(CC1)(C#N)CC=1N=C(SC1)Cl 4-((2-chlorothiazol-4-yl)methyl)-4-cyanopiperidine-1-carboxylic acid tert-butyl ester